C(C=C)(=O)OCCCCOC1=CC(=C(C(=O)OC2=CC(=C(C=C2)OC(C2=CC=C(C=C2)OCCCCOC(C=C)=O)=O)C)C=C1)C 4-({4-[4-(acryloyloxy)butoxy]benzoyl}oxy)-3-methylphenyl 4-[4-(acryloyloxy)butoxy]-2-methylbenzoate